2-methoxypyridine hydrochloride Cl.COC1=NC=CC=C1